(2R)-2-amino-1-[2-(1-benzofuran-5-sulfonyl)-2H,4H,5H,6H-pyrrolo[3,4-c]pyrazol-5-yl]-2-(2-fluorophenyl)ethan-1-one N[C@@H](C(=O)N1CC2=NN(C=C2C1)S(=O)(=O)C=1C=CC2=C(C=CO2)C1)C1=C(C=CC=C1)F